CC=1N=C(C=2C(N1)=CC(N(C2)C2(CC2)C)=O)N[C@H](C=C)C2=C(C(=CC=C2)C(F)(F)F)C (R)-2-methyl-4-((1-(2-methyl-3-(trifluoromethyl)phenyl)allyl)amino)-6-(1-methylcyclopropyl)pyrido[4,3-d]pyrimidin-7(6H)-one